1-(benzo[b]thiophen-6-yl)pyrrolidine S1C2=C(C=C1)C=CC(=C2)N2CCCC2